[Mo].[Cu]=S copper sulphide molybdenum